(1R,2S,5R)-1-amino-2-[(dimethylamino)methyl]-5-(2-hydroxyethyl)cyclohexane-1-carboxylic acid N[C@]1([C@@H](CC[C@H](C1)CCO)CN(C)C)C(=O)O